(2R,5'S)-1'-((S)-3-cyclopropyl-2-(methylamino)propanoyl)-5,7-difluoro-3-oxo-3,4-dihydrospiro[benzo[b][1,4]oxazine-2,3'-pyrrolidine]-5'-carboxamide C1(CC1)C[C@@H](C(=O)N1C[C@]2(C[C@H]1C(=O)N)C(NC1=C(O2)C=C(C=C1F)F)=O)NC